NC(NC)=NC1=NC=C(C(=O)N(C2COC3=C2C=CC(=C3)C(F)(F)F)C)C=C1 6-((amino(methylamino)methylene)amino)-N-methyl-N-(6-(trifluoromethyl)-2,3-dihydrobenzofuran-3-yl)nicotinamide